ClCCCl trans-1,2-dichloroethane